CSC1=CC(=CC(=N1)C1=CNC2=CN=C(C=C21)NC(C)=O)OC2CCOCC2 N-(3-(6-(methylthio)-4-((tetrahydro-2H-pyran-4-yl)oxy)pyridin-2-yl)-1H-pyrrolo[2,3-c]pyridin-5-yl)acetamide